2,3-diphenyl-6-(quinoline-6-yl)pyrazolo[1,5-a]Pyrimidine-5,7(4H,6H)-dione C1(=CC=CC=C1)C1=NN2C(NC(C(C2=O)C=2C=C3C=CC=NC3=CC2)=O)=C1C1=CC=CC=C1